1-Benzyl N-[3-[3-[[2-(2,6-dioxo-3-piperidyl)-1,3-dioxo-isoindolin-5-yl]amino]cyclobutoxy]propyl]-N-methyl-carbamate O=C1NC(CCC1N1C(C2=CC=C(C=C2C1=O)NC1CC(C1)OCCCN(C(OCC1=CC=CC=C1)=O)C)=O)=O